6-chloro-5-{2-acetamidoimidazo[1,2-b]pyridazin-6-yl}-N-{[5-fluoro-2-(trifluoromethoxy)phenyl]methyl}pyridine-3-carboxamide ClC1=C(C=C(C=N1)C(=O)NCC1=C(C=CC(=C1)F)OC(F)(F)F)C=1C=CC=2N(N1)C=C(N2)NC(C)=O